COC1=CC=C(COC2=NN3C(C=CC=C3)=C2C(=O)NC2=C(C(=C(C(=C2F)F)C2=CC=CC=C2)F)F)C=C1 2-((4-Methoxybenzyl)oxy)-N-(2,3,5,6-tetrafluoro-[1,1'-biphenyl]-4-yl)pyrazolo[1,5-a]pyridine-3-carboxamide